C1(=CC=CC=C1)C(O)[Si](OC)(OC)OC phenyl-(trimethoxysilyl)methanol